N-(3-(2,6-diamino-5-(3-(trifluoromethyl)phenyl)pyrimidin-4-yl)propyl)pent-4-enamide NC1=NC(=C(C(=N1)CCCNC(CCC=C)=O)C1=CC(=CC=C1)C(F)(F)F)N